5-(((4-((3-chloro-4-fluorophenyl)amino)-7-(((S)-tetrahydrofuran-3-yl)oxy)quinazolin-6-yl)amino)methyl)-2-(2,6-dioxopiperidin-3-yl)-4-fluoroisoindoline-1,3-dione ClC=1C=C(C=CC1F)NC1=NC=NC2=CC(=C(C=C12)NCC=1C(=C2C(N(C(C2=CC1)=O)C1C(NC(CC1)=O)=O)=O)F)O[C@@H]1COCC1